6-((4-((3S,4R)-3-amino-4-methylpiperidin-1-yl)-5-(1-(difluoromethyl)-1H-pyrazol-4-yl)pyridin-2-yl)amino)-2-(2,4-difluoro-6-methoxyphenyl)nicotinonitrile hydrochloride Cl.N[C@@H]1CN(CC[C@H]1C)C1=CC(=NC=C1C=1C=NN(C1)C(F)F)NC1=NC(=C(C#N)C=C1)C1=C(C=C(C=C1OC)F)F